2-(4-(bicyclo[3.1.0]hexan-3-yl)-5-chloro-2-methylphenyl)-4-oxo-1,4-dihydro-1,6-naphthyridine-5-carboxamide C12CC(CC2C1)C1=CC(=C(C=C1Cl)C=1NC=2C=CN=C(C2C(C1)=O)C(=O)N)C